1-(3-cyano-4-phenoxyphenyl)-3-phenylurea C(#N)C=1C=C(C=CC1OC1=CC=CC=C1)NC(=O)NC1=CC=CC=C1